aminopterin (monoglutamate) N[C@@H](CCC(=O)O)C(=O)O.NNC1=NC2=NC=CN=C2C(N1)=O